FC(C(=O)C1=CC2=CC=C(C=C2C=C1)N1CCCCC1)(F)F 2,2,2-trifluoro-1-(6-(piperidin-1-yl)naphthalen-2-yl)ethan-1-one